ClC=1C(=C(N(C1C(C(=O)N[C@H](CO)CC)=O)C)C)C(=O)NC1=CC(=C(C=C1)F)C (S)-4-chloro-N-(4-fluoro-3-methylphenyl)-5-(2-((1-hydroxybutan-2-yl)amino)-2-oxoacetyl)-1,2-dimethyl-1H-pyrrole-3-carboxamide